C(#N)NC(=NC)NCC N-cyano-N'-ethyl-N''-methylguanidine